cis-3,6-Dimethyl-1,4-dioxane-2,5-dione C[C@@H]1C(O[C@@H](C(O1)=O)C)=O